5-Chloro-N-((1r,4r)-4-((3,3-dimethylbutyl)amino)cyclohexyl)-1-ethyl-3-(5-methylisoxazol-3-yl)-1H-pyrazole-4-carboxamide ClC1=C(C(=NN1CC)C1=NOC(=C1)C)C(=O)NC1CCC(CC1)NCCC(C)(C)C